C(C)(C)(C)OC(=O)NCC(CO)(C)C1CN(C1)C(=O)OCC1=CC=CC=C1 benzyl 3-{1-[(tert-butoxycarbonyl)amino]-3-hydroxy-2-methylpropan-2-yl}azetidine-1-carboxylate